Cl.N1[C@H](COCC1)C(=O)N[C@@H](C)C1=CC=C(C(=O)OC)C=C1 methyl 4-((S)-1-((R)-morpholine-3-carboxamido)ethyl)benzoate hydrochloride